methyl O-acetyl-N-(O-(tert-butyldimethylsilyl)-N-(2-(4-((ethoxycarbonyl)(methyl)amino)piperidin-1-yl)thiazole-4-carbonyl)-L-seryl)-L-serinate C(C)(=O)OC[C@H](NC([C@@H](NC(=O)C=1N=C(SC1)N1CCC(CC1)N(C)C(=O)OCC)CO[Si](C)(C)C(C)(C)C)=O)C(=O)OC